N[C@@H]1CC[C@H](CC1)[N-]CCCCC1=NC=C(N=C1)C=1C=NC(=NC1)OC N-(trans-4-aminocyclohexyl)-N-(5-(2-methoxypyrimidin-5-yl)pyrazin-2-yl)butylamide